(2R,3S)-3-(pyridin-4-ylmethyl)pyrrolidine-2-carboxylic acid N1=CC=C(C=C1)C[C@@H]1[C@@H](NCC1)C(=O)O